C(C)(C)C1=CC=CC2=C1N=C(O2)N isopropyl-1,3-benzoxazol-2-amin